5-(3-benzyl-1-((2-methyl-2H-1,2,3-triazol-4-yl)sulfonyl)pyrrolidin-3-yl)-6-methyl-1-(tetrahydro-2H-pyran-2-yl)-1H-indazole C(C1=CC=CC=C1)C1(CN(CC1)S(=O)(=O)C1=NN(N=C1)C)C=1C=C2C=NN(C2=CC1C)C1OCCCC1